C(C)(=O)NC1=C(C=CC(=C1)N)N(C(CN(C)C)=O)CC N-(2-acetamido-4-aminophenyl)-2-(dimethylamino)-N-ethylacetamide